4-(N-(2-carbamoylphenyl)sulfamoyl)phenylpivalate C(N)(=O)C1=C(C=CC=C1)NS(=O)(=O)C1=CC=C(C=C1)CC(C(=O)[O-])(C)C